4,4'-Butylenebis-(3-methyl-6-tertiary butylbenzene) tetra(tridecyl)diphosphite C(CCCCCCCCCCCC)OP(OCCCCCCCCCCCCC)OP(OCCCCCCCCCCCCC)OCCCCCCCCCCCCC.C(CCCC1=C(C=CC(=C1)C(C)(C)C)C)C1=C(C=CC(=C1)C(C)(C)C)C